6-phenyl-1-(3,4,5-trimethoxyphenyl)-1H-benzo[d][1,2,3]triazole C1(=CC=CC=C1)C=1C=CC2=C(N(N=N2)C2=CC(=C(C(=C2)OC)OC)OC)C1